FC(C1=NN=C(S1)N1N=CC2=C(C=C(C=C12)S(=O)(=O)NC1(COC1)CF)N1CCN(CC1)C(C(C)C)=O)F 1-(5-(difluoromethyl)-1,3,4-thiadiazol-2-yl)-N-(3-(fluoromethyl)oxetan-3-yl)-4-(4-isobutyrylpiperazin-1-yl)-1H-indazole-6-sulfonamide